4-(benzyloxy)-3-bromoisoquinoline C(C1=CC=CC=C1)OC1=C(N=CC2=CC=CC=C12)Br